[C@@H]12CN(C[C@@H](N1)C2)C=2C=C(C(=O)NC)C=CN2 2-((1R,5S)-3,6-diazabicyclo[3.1.1]heptan-3-yl)-N-methylisonicotinamide